C1(CCCC1)C1C[C@H](N(C1)C(=O)[O-])C(=O)[O-] (2S)-4-cyclopentylpyrrolidine-1,2-dicarboxylate